F[C@H]1[C@H](C1)C(=O)NC1=NC=C2C=C(C=3N(C2=C1)C=CN3)C=3C=NC(=CC3C)[C@@](CCC)([2H])O (1R,2R)-2-fluoro-N-(4-(6-((S)-1-hydroxybutyl-1-d)-4-methylpyridin-3-yl)imidazo[1,2-a][1,6]naphthyridin-8-yl)cyclopropane-1-carboxamide